(3R,5S,E)-7-(4-(2-chloro-4-fluorophenyl)-2,6-dicyclopropyl-5-(methoxymethyl)pyridin-3-yl)-3,5-dihydroxyhept-6-enoic acid sodium salt [Na+].ClC1=C(C=CC(=C1)F)C1=C(C(=NC(=C1COC)C1CC1)C1CC1)/C=C/[C@H](C[C@H](CC(=O)[O-])O)O